COC1=CC=CC(=N1)C=1NC(=NN1)C=1C=C2CN(C(C2=CC1)=O)C1C(NC(CC1)=O)=O 3-(5-(5-(6-methoxypyridin-2-yl)-4H-1,2,4-triazol-3-yl)-1-oxoisoindolin-2-yl)piperidine-2,6-dione